1,3-diphenyl-4,5-di-o-tolyl-imidazolium C1(=CC=CC=C1)N1C=[N+](C(=C1C1=C(C=CC=C1)C)C1=C(C=CC=C1)C)C1=CC=CC=C1